C(C1=CC=CC=C1)C1=C(C=CC=C1)N1N=CC=C1 N-2-benzyl-phenyl-pyrazole